N-(4-carbamimidoyl-3-fluorobenzyl)-1-(4-(cyanomethyl)benzyl)-5-(methoxymethyl)-1H-pyrazole-4-carboxamide C(N)(=N)C1=C(C=C(CNC(=O)C=2C=NN(C2COC)CC2=CC=C(C=C2)CC#N)C=C1)F